N[C@H](CC(=O)O)CC=C (S)-3-AMINO-HEX-5-ENOIC ACID